CN1[C@@H](CCC1)[C@H](C)OC1=CC(=NC(=N1)C=1OC(=CN1)C(C)(C)C1=CC=CC=C1)O[C@@H]1C[C@H](NC1)CC#N 2-[(2R,4R)-4-({6-[(1S)-1-[(2S)-1-methylpyrrolidin-2-yl]ethoxy]-2-[5-(2-phenylpropan-2-yl)-1,3-oxazol-2-yl]pyrimidin-4-yl}oxy)pyrrolidin-2-yl]acetonitrile